NC(CCC1CC1)(C=1C=NC=CC1)C=1C=CC(=C(C1)C=1C(=NN(C1C(=O)N)C1=CC(=CC=C1)CN)C(F)(F)F)F 5-(1-amino-3-cyclopropyl-1-(pyridin-3-yl)propyl)-2-fluorophenyl-1-(3-(aminomethyl)phenyl)-3-(trifluoromethyl)-1H-pyrazole-5-carboxamide